NC(C(=O)O)CC1=NNC2=CC=CC=C12 2-amino-3-(1H-indazol-3-yl)propanoic acid